3,2-Di-fucosyllactose C1([C@@H](O)[C@H](O)[C@H](O)[C@@H](O1)C)[C@]1([C@](C(O)O[C@@H]([C@H]1O[C@H]1[C@H](O)[C@@H](O)[C@@H](O)[C@H](O1)CO)CO)(O)C1[C@@H](O)[C@H](O)[C@H](O)[C@@H](O1)C)O